3-methoxy-2-(3-methoxyphenyl)-N-[5-[[(3R)-1-pyridazin-3-ylpyrrolidin-3-yl]amino]-1,3,4-thiadiazol-2-yl]propanamide COCC(C(=O)NC=1SC(=NN1)N[C@H]1CN(CC1)C=1N=NC=CC1)C1=CC(=CC=C1)OC